(2-fluorophenyl)-2-(pyridin-4-yl)pyrido[3,4-d]pyrimidin-4-amine FC1=C(C=CC=C1)C1=CN=CC=2N=C(N=C(C21)N)C2=CC=NC=C2